C(CCCCCCCCCCC)[N+](CCS(=O)(=O)[O-])(C)C N-dodecyl-N,N-dimethyl-2-ammonio-1-ethanesulfonate